ClC1=CN2C(=NC(=C(C2=O)C=2C=NN(C2)CC(C(F)(F)F)(F)F)C(F)(F)F)S1 2-chloro-6-[1-(2,2,3,3,3-pentafluoropropyl)-1H-pyrazol-4-yl]-7-(trifluoromethyl)-5H-[1,3]thiazolo[3,2-a]pyrimidin-5-one